N-(3-(6-oxa-3-azabicyclo[3.1.1]hept-3-yl)-1-(2-(1,1-difluoroethyl)-6-isopropylpyrimidin-4-yl)-1H-pyrazolo[4,3-c]pyridin-6-yl)acetamide C12CN(CC(O1)C2)C2=NN(C1=C2C=NC(=C1)NC(C)=O)C1=NC(=NC(=C1)C(C)C)C(C)(F)F